F[C@H]1[C@@H]2CCC[C@H](C[C@H]1OC1=CC=C(N=N1)C1=C(C=C3N=CC=NC3=C1)O)N2 7-(6-(((1s,2s,3r,5r)-2-fluoro-9-azabicyclo[3.3.1]non-3-yl)oxy)pyridazin-3-yl)quinoxalin-6-ol